FC1=C(CC2=NC3=C(N2C2COCC2(C)C)C=C(C=C3F)C(=O)O)C=C(C(=C1)C1=NC(=NC=C1)OCC1=C(C=C(C=C1)C(F)(F)F)F)F 2-(2,5-difluoro-4-(2-((2-fluoro-4-(trifluoromethyl)benzyl)oxy)pyrimidin-4-yl)benzyl)-1-(4,4-dimethyltetrahydrofuran-3-yl)-4-fluoro-1H-benzo[d]imidazole-6-carboxylic acid